(1s,4s)-4-((2-((2-(1-(Cyclopropylsulfonyl)-1H-pyrazol-4-yl)pyrimidin-4-yl)amino)-5-((1-(2,2,2-trifluoroethyl)-1H-pyrazol-4-yl)ethynyl)pyridin-4-yl)amino)cyclohexan-1-ol C1(CC1)S(=O)(=O)N1N=CC(=C1)C1=NC=CC(=N1)NC1=NC=C(C(=C1)NC1CCC(CC1)O)C#CC=1C=NN(C1)CC(F)(F)F